1-((4'-chloro-[1,1'-biphenyl]-4-yl)methyl)piperazine hydrochloride Cl.ClC1=CC=C(C=C1)C1=CC=C(C=C1)CN1CCNCC1